CN(C)CC1=C(C=CC(=N1)NC=1C=CC(=C2CNC(C12)=O)C1=CN=C2N1C=CC(=C2F)C)[C@@H]2COCC2 (R)-7-((6-((dimethyl-amino)methyl)-5-(tetrahydrofuran-3-yl)pyridin-2-yl)amino)-4-(8-fluoro-7-methylimidazo[1,2-a]pyridin-3-yl)isoindolin-1-one